FC=1C=C(C=O)C=CC1C=1N(C=C(N1)C(F)(F)F)C 3-fluoro-4-(1-methyl-4-(trifluoromethyl)-1H-imidazol-2-yl)benzaldehyde